C(=C/C)/C1=CC=CC=C1 (Z)-prop-1-enylbenzene